NC1=C(C(=CC=C1)F)N(CC[C@@H](C(=O)O)NC(=O)OCC1=CC=CC=C1)CCCOC1CN(C1)C(=O)OC(C)(C)C (S)-4-((2-amino-6-fluorophenyl)(3-((1-(tert-butoxycarbonyl)azetidin-3-yl)oxy)propyl)amino)-2-(((benzyloxy)carbonyl)amino)butanoic acid